tert-butyl 3-(7,7-dimethyl-5-oxo-6,7-dihydro-5H-pyrrolo[3,4-b]pyridin-2-yl)-1H-pyrrolo[2,3-b]pyridine-1-carboxylate CC1(NC(C=2C1=NC(=CC2)C2=CN(C1=NC=CC=C12)C(=O)OC(C)(C)C)=O)C